5-methoxy-2-nitro-4-(2,2,2-trifluoroacetamido)benzoic acid COC=1C(=CC(=C(C(=O)O)C1)[N+](=O)[O-])NC(C(F)(F)F)=O